FC(C1=C(C=CC=C1)C1=C(C=CC=C1)C(F)(F)F)(F)F 2,2'-bis(trifluoromethyl)-1,1'-biphenyl